C1(=CC=CC=C1)N(C1=CC=CC=C1)C1=C(C=CC=C1)N(C1=CC=CC=C1)C1=CC=2C3(C4=CC(=CC=C4C2C=C1)N(C1=C(C=CC=C1)N(C1=CC=CC=C1)C1=CC=CC=C1)C1=CC=CC=C1)C1=CC=CC=C1C1=CC=CC=C13 2,7-bis[N-(diphenylaminophenyl)-N-phenylamino]-spiro-9,9'-bifluorene